NC1=CC=C(C(C)(C)C2=CC=C(OC3=C(C#N)C(=CC=C3)OC3=CC=C(C=C3)C(C3=CC=C(C=C3)N)(C)C)C=C2)C=C1 2,6-bis[4-(4-amino-α,α-dimethylbenzyl)phenoxy]benzonitrile